[2-[(1R)-1-cyclopropylethyl]-6-isopropyl-phenyl] N-[(1R)-1-phenylethyl]carbamate C1(=CC=CC=C1)[C@@H](C)NC(OC1=C(C=CC=C1C(C)C)[C@H](C)C1CC1)=O